FC(OCC)OCC monofluorodiethoxymethane